3,4,5,6-tetrachloro-2-(1,4,5,8-tetrabromo-6-hydroxy-3-oxa-xanthen-9-yl)benzoic acid ClC=1C(=C(C(=O)O)C(=C(C1Cl)Cl)Cl)C=1C2=C(C=C(C(=C2OC2=C(OC=C(C12)Br)Br)Br)O)Br